C(C1=CC=CC=C1)N1CC=2C(CC1)=C(N(N2)C2=NC(=CC(=C2)C(F)(F)F)C)O 6-benzyl-2-(6-methyl-4-(trifluoromethyl)pyridin-2-yl)-4,5,6,7-tetrahydro-2H-pyrazolo[3,4-c]pyridin-3-ol